5-(2-acetyl-5-chlorophenyl)-2-(4-methoxybenzyl)-6-(2,2,2-trifluoroethoxy)pyridazine-3(2H)-one C(C)(=O)C1=C(C=C(C=C1)Cl)C1=CC(N(N=C1OCC(F)(F)F)CC1=CC=C(C=C1)OC)=O